ClC=1SC2=C(N1)C(=CC=C2)F 2-chloro-4-fluorobenzo[d]thiazole